C(C1=CC=CC=C1)OCC(C(=O)OC(C)(C)C)(CCOC(CS(=O)(=O)CCO[Si](C)(C)C(C)(C)C)(C)C)C1=CC(=CC=C1)I tert-butyl 2-((benzyloxy)methyl)-4-((1-((2-((tert-butyldimethylsilyl)oxy)ethyl)sulfonyl)-2-methylpropan-2-yl)oxy)-2-(3-iodophenyl)butanoate